2-(aminomethyl)-6-methylpyrimidin-4(3H)-one NCC1=NC(=CC(N1)=O)C